ClC1=C2C(N(C(=NC2=CC=C1)C(C)O)C1=CC=CC=C1)=O 5-chloro-2-(1-hydroxyethyl)-3-phenyl-quinazolin-4(3H)-one